COC=1C=C(C=CC1OC)C1=NC(=NO1)CC1=CC=C(C(=O)NCCCCCCCC(=O)NCCCCCCC2=C(C(=O)N)C=CC(=C2)C(=O)N)C=C1 (6-(8-(4-((5-(3,4-dimethoxyphenyl)-1,2,4-oxadiazol-3-yl)methyl)benzamido)octanamido)hexyl)terephthalamide